[Si](C)(C)(C(C)(C)C)OCC1=NN(C(=C1C=1C=CC=C2C(=C(NC12)C(=O)OC(C)(C)C)CCCOC1=CC=CC2=CC=CC=C12)C)C tert-butyl 7-(3-(((tert-butyldimethylsilyl)oxy)methyl)-1,5-dimethyl-1H-pyrazol-4-yl)-3-(3-(naphthalen-1-yloxy)propyl)-1H-indole-2-carboxylate